2,2'-iminodipropionic acid N(C(C(=O)O)C)C(C(=O)O)C